ClC=1C=C2C(=NC1)N(C=C2C=2C=NC=CC2)C 5-chloro-1-methyl-3-(pyridin-3-yl)-1H-pyrrolo[2,3-b]pyridine